3,5-dicarboxybenzenesulfonic acid, tetrabutyl-phosphonium salt C(CCC)[P+](CCCC)(CCCC)CCCC.C(=O)([O-])C=1C=C(C=C(C1)C(=O)[O-])S(=O)(=O)[O-].C(CCC)[P+](CCCC)(CCCC)CCCC.C(CCC)[P+](CCCC)(CCCC)CCCC